N-(3-bromo-2-chlorophenyl)-3-vinyl-1,7-naphthyridin-8-amine BrC=1C(=C(C=CC1)NC=1N=CC=C2C=C(C=NC12)C=C)Cl